CN(C(C)C)C N,N-dimethylpropan-2-amine